(trimethylsilyl) Phosphate P(=O)(O[Si](C)(C)C)([O-])[O-]